(S)-6-(((2-ethyl-6-fluoropyridin-3-yl)(1-(1-(trifluoromethyl)cyclopropyl)-1H-1,2,3-triazol-4-yl)methyl)amino)-4-(neopentylamino)quinoline-3,8-dicarbonitrile C(C)C1=NC(=CC=C1[C@@H](C=1N=NN(C1)C1(CC1)C(F)(F)F)NC=1C=C2C(=C(C=NC2=C(C1)C#N)C#N)NCC(C)(C)C)F